[6-(5-cyclopropyl-4H-1,2,4-triazol-3-yl)-2-azaspiro[3.3]heptan-2-yl]-[6-[[5-(trifluoromethoxy)-2-pyridyl]methyl]-2-azaspiro[3.3]heptan-2-yl]methanone C1(CC1)C=1NC(=NN1)C1CC2(CN(C2)C(=O)N2CC3(C2)CC(C3)CC3=NC=C(C=C3)OC(F)(F)F)C1